(R)-N-(1-(4-chlorophenyl)-2,2,2-trifluoroethyl)-4-fluoro-N,1,5-trimethyl-6-oxo-1,6-dihydropyridine-3-sulfonamide ClC1=CC=C(C=C1)[C@H](C(F)(F)F)N(S(=O)(=O)C1=CN(C(C(=C1F)C)=O)C)C